(S)-4-(N-(4-Cyclohexylbenzyl)-1-((pentafluorophenyl)sulfonyl)pyrrolidine-2-carboxamido)-2-hydroxybenzoic acid C1(CCCCC1)C1=CC=C(CN(C(=O)[C@H]2N(CCC2)S(=O)(=O)C2=C(C(=C(C(=C2F)F)F)F)F)C2=CC(=C(C(=O)O)C=C2)O)C=C1